N-({6-cyanoimidazo[1,2-a]pyridin-2-yl}methyl)-4-oxo-4H-pyrido[1,2-a]pyrimidine-2-carboxamide C(#N)C=1C=CC=2N(C1)C=C(N2)CNC(=O)C=2N=C1N(C(C2)=O)C=CC=C1